(R)-4-((2-(3-aminopiperidin-1-yl)-5-methoxy-1H-benzo[d]imidazol-1-yl)methyl)benzonitrile N[C@H]1CN(CCC1)C1=NC2=C(N1CC1=CC=C(C#N)C=C1)C=CC(=C2)OC